2,4,6-tri-(4-formyl-biphenyl-4-yl)-1,3,5-triazine C(=O)C1(CC=C(C=C1)C1=CC=CC=C1)C1=NC(=NC(=N1)C1(CC=C(C=C1)C1=CC=CC=C1)C=O)C1(CC=C(C=C1)C1=CC=CC=C1)C=O